4-(4-propenylpiperazin-1-yl)-7-(2-((tert-butyldiphenylsilyl)oxy)-6-fluorophenyl)-6-chloro-1-(cyclopropylmethyl)pyrido[2,3-d]pyrimidin-2(1H)-one C(=CC)N1CCN(CC1)C=1C2=C(N(C(N1)=O)CC1CC1)N=C(C(=C2)Cl)C2=C(C=CC=C2F)O[Si](C2=CC=CC=C2)(C2=CC=CC=C2)C(C)(C)C